ClC1=NC=C(C=C1B(O)O)OC 2-CHLORO-5-METHOXYPYRIDINE-3-BORONIC ACID